ClC1=C2C(N(C(NC2=C(C=C1)S(=O)(=O)C1=CC=C2C=NN(C2=C1)[C@H]1[C@@H](C1)N(C)C)=O)O)=O 5-chloro-8-((1-((1R,2R)-2-(dimethylamino)cyclopropyl)-1H-indazol-6-yl)sulfonyl)-3-hydroxyquinazoline-2,4(1H,3H)-dione